(2-oxiranyl)-1,2-cyclohexandiol O1C(C1)C1(C(CCCC1)O)O